BrC1C2(C(C3=CC=CC=C13)=O)CCCC2 Bromospiro[cyclopentane-1,2'-indene]-1'(3'H)-one